4-(5-((4-Cyano-2-nitrophenoxy)methyl)-2-(trifluoromethyl)oxazolidin-3-yl)-2-(trifluoromethyl)benzonitril C(#N)C1=CC(=C(OCC2CN(C(O2)C(F)(F)F)C2=CC(=C(C#N)C=C2)C(F)(F)F)C=C1)[N+](=O)[O-]